C[C@@](C(=O)O)(C1=CC=CC=C1)N1CC2=CC=C(C=C2C1)NCCCNC(=O)OC(C)(C)C Methyl-(S)-2-(5-((3-((tert-butoxycarbonyl)amino)propyl)amino)isoindolin-2-yl)-2-phenylacetic acid